8-methoxyquinolin-4-ol COC=1C=CC=C2C(=CC=NC12)O